N[C@@H]1[C@H](CCCC1)NS(=O)(=O)C1=CC=C(C=C1)[N+](=O)[O-] N-((1S,2S)-2-Aminocyclohexyl)-4-nitrobenzenesulfonamide